OC1=CC=C2C3=C(C(OC2=C1)=O)C=C(C=C3)OC3CCOCC3 3-hydroxy-8-((tetrahydro-2H-pyran-4-yl)oxy)-6H-benzo[c]chromen-6-one